FC=1C(=C(C=CC1F)[C@@H]1[C@H](O[C@]([C@H]1C)(C(F)(F)F)C)C(=O)NC1=CC(=NC=C1)C(=O)N)C (2S,3R,4S,5R)-4-[[3-(3,4-difluoro-2-methyl-phenyl)-4,5-dimethyl-5-(trifluoromethyl)tetrahydrofuran-2-carbonyl]amino]pyridine-2-carboxamide